OC1=C(C=NN1C)C(=O)C=1C=CC2=C(C(CS2(=O)=O)(C)C)C1C (5-hydroxy-1-methyl-1H-pyrazol-4-yl)(3,3,4-trimethyl-1,1-dioxido-2,3-dihydro-1-benzothiophene-5-yl)methanone